C(C)(C)(C)OC(NC1CCN(CC1)C1=C(C=NC2=CC=C(C=C12)C1=C(C(=CC=C1)C#N)OCOCCOC)Cl)=O (1-{3-chloro-6-[3-cyano-2-(2-methoxy-ethoxymethoxy)-phenyl]-quinolin-4-yl}-piperidin-4-yl)-carbamic acid tert-butyl ester